N-(4-bromo-3-fluorobenzyl)cyclopropanamine BrC1=C(C=C(CNC2CC2)C=C1)F